O=S1(N(CCC1)C1=CC=C(C=C1)NC(C1=CC(=CC=C1)C#CC1=NC=CC=C1)=O)=O N-(4-(1,1-DIOXIDOISOTHIAZOLIDIN-2-YL)PHENYL)-3-(PYRIDIN-2-YLETHYNYL)BENZAMIDE